(S)-5-isopropyl-N-(6-methoxy-2,3,4,9-tetrahydro-1H-carbazol-1-yl)-1H-pyrazole-3-carboxamide C(C)(C)C1=CC(=NN1)C(=O)N[C@H]1CCCC=2C3=CC(=CC=C3NC12)OC